OC=1C=C(C=CC1O)/C=C/C(=O)NCCC1=CC=C(OCC(=O)OCC)C=C1 ethyl (E)-2-(4-(2-(3-(3,4-dihydroxyphenyl)acrylamido)ethyl)phenoxy)acetate